N1CC(OCC1)C(=O)O MORPHOLINE-2-CARBOXYLIC ACID